(1S)-4'-chloro-3'-hydroxy-3'-(trifluoromethyl)-2',3'-dihydrospiro[cyclohexane-1,1'-indene]-3-one ClC1=C2C(C[C@]3(C2=CC=C1)CC(CCC3)=O)(C(F)(F)F)O